ethyl (2E)-4-(2-bromo-6-methoxyphenoxy)but-2-enoate BrC1=C(OC/C=C/C(=O)OCC)C(=CC=C1)OC